OC1CN(C1)C1=NC=CC(=N1)C(=O)O 2-(3-hydroxyazetidin-1-yl)pyrimidine-4-carboxylic acid